(R)-3-(4-((Dimethylamino)methyl)phenyl)-6-((4-hydroxy-1-(4,4,4-trifluoro-3-phenylbutanoyl)piperidin-4-yl)methyl)-2-methyl-2H-pyrazolo[4,3-d]pyrimidin-7(6H)-one CN(C)CC1=CC=C(C=C1)C=1N(N=C2C1N=CN(C2=O)CC2(CCN(CC2)C(C[C@@H](C(F)(F)F)C2=CC=CC=C2)=O)O)C